C(=C)(C1=CC=C(N(CC)[Si](C)(C)C(C)(C)C)C=C1)C1=CC=C(N([Si](C)(C)C(C)(C)C)CC)C=C1 4,4'-vinylidenebis[N-ethyl-N-(t-butyldimethylsilyl)aniline]